6-(5-{[2,2-difluoro-3-(propan-2-yloxy)propyl]carbamoyl}-6-methoxypyridin-3-yl)-N-methyl-1H-indazole-3-carboxamide FC(CNC(=O)C=1C=C(C=NC1OC)C1=CC=C2C(=NNC2=C1)C(=O)NC)(COC(C)C)F